ethyl 2-(5-bromopyrazin-2-yl)-2-methylpropionate BrC=1N=CC(=NC1)C(C(=O)OCC)(C)C